C(\C=C\C1=CC=CC=C1)NS(=O)(=O)C1=CC=C(C=C1)C (E)-N-cinnamyl-4-methylbenzenesulfonamide